N-((7-(5-(difluoromethyl)-1,3,4-oxadiazol-2-yl)imidazo[1,2-a]pyridin-2-yl)methyl)-N-(3-fluorophenyl)-1-(2-hydroxyacetyl)piperidine-4-sulfonamide FC(C1=NN=C(O1)C1=CC=2N(C=C1)C=C(N2)CN(S(=O)(=O)C2CCN(CC2)C(CO)=O)C2=CC(=CC=C2)F)F